Bromo-methyl acetate C(C)(=O)OCBr